chloro-1,3-propanediol ClC(CCO)O